N-(7-bromo-2-chloro-4-((2-hydroxy-2-methylpropyl)amino)quinolin-3-yl)pentanamide BrC1=CC=C2C(=C(C(=NC2=C1)Cl)NC(CCCC)=O)NCC(C)(C)O